ClCC(=O)OCCCCCCCCCCCCCCCCCCCCCC docosyl chloroacetate